4-cyclopropyl-7-(4-nitrophenyl)-4,7-diazaspiro[2.5]octane C1(CC1)N1C2(CC2)CN(CC1)C1=CC=C(C=C1)[N+](=O)[O-]